ClC=1C=C(C(=O)NC(C(=O)OCC)=C)C=CC1 ethyl N-(3-chlorobenzoyl)-2-aminoacrylate